NC=1N=CC(=NC1C=1C=NC(=CC1)OC(F)F)C(=O)NOCC1=C(C=CC(=C1)OC)F 5-amino-6-(6-(difluoromethoxy)pyridin-3-yl)-N-((2-fluoro-5-methoxybenzyl)oxy)pyrazine-2-carboxamide